FC(C1=NN(C=N1)C1=CC=C(C(=C1CNC(=O)C=1C(=NN(C1)CC=1C=C2CCN(CC2=CC1)CC)COC)F)OC)F N-({6-[3-(difluoromethyl)-1,2,4-triazol-1-yl]-2-fluoro-3-methoxyphenyl}methyl)-1-[(2-ethyl-3,4-dihydro-1H-isoquinolin-6-yl)methyl]-3-(methoxymethyl)pyrazole-4-carboxamide